(4-(5-chloro-2-((1-cyclopropyl-1H-pyrazol-4-yl)amino)pyrimidin-4-yl)phenoxy)-2,2-dimethylpropionitrile ClC=1C(=NC(=NC1)NC=1C=NN(C1)C1CC1)C1=CC=C(OCC(C#N)(C)C)C=C1